2-methoxyethyl (1S,2R,5R)-2-(hydroxycarbamoyl)-3-((6-((1-isopropyl-piperidin-4-yl)oxy)-pyridin-3-yl)-sulfonyl)-3,8-diaza-bicyclo[3.2.1]octane-8-carboxylate ONC(=O)[C@H]1[C@@H]2CC[C@H](CN1S(=O)(=O)C=1C=NC(=CC1)OC1CCN(CC1)C(C)C)N2C(=O)OCCOC